N2-(3-chloro-5-(methylsulfonyl)phenyl)-N4-(cyclopropylmethyl)-6-(6-(trifluoromethyl)pyridin-2-yl)-1,3,5-triazine-2,4-diamine ClC=1C=C(C=C(C1)S(=O)(=O)C)NC1=NC(=NC(=N1)NCC1CC1)C1=NC(=CC=C1)C(F)(F)F